2-(4-methoxyphenyl)-benzothiazoline COC1=CC=C(C=C1)C=1SC2=C(N1)C=CC=C2